[N+](=O)([O-])CC1C2=C(OCC1)C=CO2 7-(Nitromethyl)-6,7-dihydro-5H-furo[3,2-b]pyran